N-(azetidin-3-yl)-6-((5S,7R)-6-(3-((tert-butyldiphenylsilyl)oxy)-2,2-difluoropropyl)-7-methyl-5,6,7,8-tetrahydro-[1,3]dioxolo[4,5-g]isoquinolin-5-yl)pyridin-3-amine N1CC(C1)NC=1C=NC(=CC1)[C@H]1N([C@@H](CC=2C=C3C(=CC12)OCO3)C)CC(CO[Si](C3=CC=CC=C3)(C3=CC=CC=C3)C(C)(C)C)(F)F